IC(I)OC(C(CC)N(C)C)=O dimethylaminobutyric acid diiodomethyl ester